(E)-3-(cyclopropanesulfonyl)-1-phenyl-2-propen-1-one C1(CC1)S(=O)(=O)/C=C/C(=O)C1=CC=CC=C1